(4R,4aS,7aS,12bS)-7-cyclopropylidene-3-(cyclopropylmethyl)-9-methoxy-1,2,3,4,5,6,7,7a-octahydro-4aH-4,12-methanobenzofuro[3,2-e]isoquinolin-4a-ol C1(CC1)=C1[C@H]2[C@@]34CCN([C@@H]([C@@]3(CC1)O)CC1=CC=C(C(=C14)O2)OC)CC2CC2